3,7,11-trimethyldodecene-1,3,6,10-tetraene CC(C=C)=CCC=C(C=CC=C(C)C)C